COC1=C(C=CC(=C1)C2=CC(=C(C=C2)[N+]#N)OC)[N+]#N The molecule is the aromatic diazonium ion formed from diazotisation of 3,3'-dimethoxy[1,1'-biphenyl]-4,4'-diamine. It has a role as a histological dye.